CC([C@@H](C(=O)N1CC2(C3(CCC3)C2)C[C@H]1C(=O)O)NC(C(F)(F)F)=O)(C)C (8S)-7-[(2S)-3,3-dimethyl-2-[(2,2,2-trifluoroacetyl)amino]butanoyl]-7-azadispiro[3.0.45.14]decane-8-carboxylic acid